((1-(4-chlorophenyl)-5-(4-isopropylphenyl)-1H-1,2,4-triazole-3-yl)methyl)-8-aza-spiro[4.5]decane ClC1=CC=C(C=C1)N1N=C(N=C1C1=CC=C(C=C1)C(C)C)CC1CCCC12CCNCC2